tert-butyl (S)-4-(2-((1-(5-chloro-2-(2-methylazetidin-1-yl)-6-(trifluoromethyl)pyrimidin-4-yl)azetidin-3-yl)oxy)acetyl)piperazine-1-carboxylate ClC=1C(=NC(=NC1C(F)(F)F)N1[C@H](CC1)C)N1CC(C1)OCC(=O)N1CCN(CC1)C(=O)OC(C)(C)C